5-(4-fluorophenyl)-1H-indole-2-carboxylic acid FC1=CC=C(C=C1)C=1C=C2C=C(NC2=CC1)C(=O)O